NC1=NC=CC(=C1)CN1C(N(C(C1(C)C)=O)C1=CC=C(C=C1)C1(COC1)C)=O 1-((2-aminopyridin-4-yl)methyl)-5,5-dimethyl-3-(4-(3-methyloxetan-3-yl)phenyl)imidazolidine-2,4-dione